BrC1=CC=C(C=C1)NC(=O)NC=1C=NC=CC1 1-(4-bromophenyl)-3-(pyridin-3-yl)urea